C1(=CC=CC=C1)[S@](=O)CC(=O)OCC ethyl (R)-phenylsulfinylacetate